O1N=CC(=C1)C1=CC(=C2C=NNC2=C1)NCCOCCCCNCC=1C=C(C=C(C1)C(F)(F)F)CO (3-(((4-(2-((6-(isoxazol-4-yl)-1H-indazol-4-yl)amino)ethoxy)butyl)amino)methyl)-5-(trifluoromethyl)phenyl)methanol